BrCC1=CC(=CC(=C1)OC1=CC=C(C=C1)Cl)Cl 1-(bromomethyl)-3-chloro-5-(4-chlorophenoxy)benzene